C(#N)C1=C(C=CC(=C1)C(F)(F)F)N1CCC(CC1)(C(=O)N[C@@H]1CNC[C@@H]1F)C=1C=NC(=CC1)C1=C(C=CC=C1)OC 1-[2-cyano-4-(trifluoromethyl)phenyl]-N-[(3R,4S)-4-fluoropyrrolidin-3-yl]-4-[6-(2-methoxyphenyl)pyridin-3-yl]piperidine-4-carboxamide